[Fe].C1(CC1)OC1=C(C=C2C=NN(C2=C1)CC1=CC=C(C=C1)OC)N 6-Cyclopropoxy-1-(4-methoxybenzyl)-1H-indazol-5-amine Iron